Cl.FC1=C(OCCOCCOCCOCCOCCN)C(=CC=C1F)C=1N=C(SC1)N1CCOCC1 14-(2,3-difluoro-6-(2-morpholinothiazol-4-yl)phenoxy)-3,6,9,12-tetraoxatetradecan-1-amine hydrochloride